8-(1-hydroxyethyl)-3,6-dimethyl-2-morpholinoquinazolin-4(3H)-one OC(C)C=1C=C(C=C2C(N(C(=NC12)N1CCOCC1)C)=O)C